2-amino-7-(cyclopropylmethyl)-9-((2R,3S,4S,5R)-4-fluoro-3-hydroxy-5-(hydroxymethyl)tetrahydrofuran-2-yl)-7,9-dihydro-1H-purine-6,8-dione NC=1NC(C=2N(C(N(C2N1)[C@@H]1O[C@@H]([C@H]([C@H]1O)F)CO)=O)CC1CC1)=O